Cl.FC(C1=NC(=NC=C1)CN)F (4-(difluoromethyl)pyrimidin-2-yl)methylamine hydrochloride